(4aR,7aS)-furo[3,4-b]piperidin N1C=2C(CCC1)=COC2